OC(C(=O)O)CC1=C(C=C(C(=C1)O)O)O 2-hydroxy-3-(2,4,5-trihydroxyphenyl)propanoic acid